ClC1=CC=CC=2N1N=C(C2)[C@H]2N(CCC1=C2N=CN1)C(=O)C=1OC(=NN1)C=1C=NN(C1C)C (S)-(4-(7-chloropyrazolo[1,5-a]pyridin-2-yl)-6,7-dihydro-1H-imidazo[4,5-c]pyridin-5(4H)-yl)(5-(1,5-dimethyl-1H-pyrazol-4-yl)-1,3,4-oxadiazol-2-yl)methanone